COC=1C2=C(N=C(N1)NC1CCC(CC1)N1C(CCC1)=O)NC=C2C=2C=CC=1N(C2)C(=NN1)C 1-((1s,4s)-4-((4-methoxy-5-(3-methyl-[1,2,4]triazolo[4,3-a]pyridin-6-yl)-7H-pyrrolo[2,3-d]pyrimidin-2-yl)amino)cyclohexyl)pyrrolidin-2-one